ClC=1C(=C(C2=C(C=C(O2)CNC(=O)C=2C=NN3C2N=CC=C3)C1)C(=O)O)O 5-Chloro-6-hydroxy-2-((pyrazolo[1,5-a]pyrimidine-3-carboxamido)methyl)benzofuran-7-carboxylic acid